1,1-dioxidothietan-3-yl (S)-2-methylene-4-oxo-4-((1-(5-(trifluoromethyl) pyridin-2-yl)ethyl)amino)butanoate C=C(C(=O)OC1CS(C1)(=O)=O)CC(N[C@@H](C)C1=NC=C(C=C1)C(F)(F)F)=O